FC=1C=C(C=CC1)C=1C(=NN(C1C(=O)O)C=1SC(=C(N1)N1CCC(CC1)(C(F)(F)F)OC)SC(C)C)C 4-(3-fluorophenyl)-1-(5-(isopropylsulfanyl)-4-(4-methoxy-4-(trifluoromethyl)piperidin-1-yl)thiazol-2-yl)-3-methyl-1H-pyrazole-5-carboxylic acid